N-(5-(o-tolyl)thiazolo[5,4-b]pyridin-2-yl)morpholine-4-carboxamide C1(=C(C=CC=C1)C1=CC=C2C(=N1)SC(=N2)NC(=O)N2CCOCC2)C